(R)-(+-)-2-(2-chlorophenyl)-2-(methylamino)-cyclohexane-1-one ClC1=C(C=CC=C1)[C@]1(C(CCCC1)=O)NC |r|